3-(6-oxo-8-(2-(tetrahydro-2H-pyran-4-yl)ethyl)-5,6,7,8-tetrahydropyrazino[2,3-b]pyrazin-2-yl)benzamide O=C1NC2=C(N(C1)CCC1CCOCC1)N=C(C=N2)C=2C=C(C(=O)N)C=CC2